N-[3-({5-chloro-2-[(1-methyl-1H-pyrazol-4-yl)amino]pyrimidin-4-yl}amino)-4-(2-phenylethynyl)phenyl]prop-2-enamide ClC=1C(=NC(=NC1)NC=1C=NN(C1)C)NC=1C=C(C=CC1C#CC1=CC=CC=C1)NC(C=C)=O